6-(2-aminoethyl)isoquinolin-1(2H)-one trifluoroacetate FC(C(=O)O)(F)F.NCCC=1C=C2C=CNC(C2=CC1)=O